N-(3-(Difluoromethyl)-1-(1-oxaspiro[2.5]octan-6-yl)-1H-pyrazol-4-yl)-1,1-diphenylmethanimine FC(C1=NN(C=C1N=C(C1=CC=CC=C1)C1=CC=CC=C1)C1CCC2(CO2)CC1)F